C(#N)C1=CC=C(C=C1)/C(=C/C(=O)OCC)/C(F)(F)F ethyl (Z)-3-(4-cyanophenyl)-4,4,4-trifluorobut-2-enoate